C(C)N(C(\C=C\C(=O)O)=O)CC N,N-diethyl-fumaric acid amide